N[C@@](COC=1C=CC(=NC1C(F)F)C1=CC(=NC=C1)NC(OC)=O)(CC1CC1)C methyl (R)-(5-(2-amino-3-cyclopropyl-2-methylpropoxy)-6-(difluoromethyl)-[2,4'-bipyridin]-2'-yl)carbamate